Methyl N-(2-((S)-1-(2,3-difluorobenzyl)-5-oxopyrrolidin-2-yl)acetyl)-O-methyl-L-threonyl-L-isoleucinate FC1=C(CN2[C@@H](CCC2=O)CC(=O)N[C@@H]([C@H](OC)C)C(=O)N[C@@H]([C@@H](C)CC)C(=O)OC)C=CC=C1F